C(C)(C)(C)S(=O)(=O)NC(=O)C=1N=NC(=CC1)N1CCN(CC1)CC1=CC(=CC(=C1)OC(F)(F)F)C1=CC(=CC=C1)O N-tert-Butylsulfonyl-6-[4-[[3-(3-hydroxyphenyl)-5-(trifluoromethoxy)phenyl]methyl]piperazin-1-yl]pyridazine-3-carboxamide